(R)-N-(8,9-difluoro-6-oxo-1,4,5,6-tetrahydro-2H-pyrano[3,4-c]isoquinolin-1-yl)-6-fluoro-N,4-dimethyl-1H-indole-2-carboxamide FC=1C(=CC=2C3=C(NC(C2C1)=O)COC[C@@H]3N(C(=O)C=3NC1=CC(=CC(=C1C3)C)F)C)F